C\C(=C/CCC(COC1OCCCC1)=O)\CCC=C(C)C (E)-6,10-dimethyl-1-((tetrahydro-2H-pyran-2-yl)oxy)undeca-5,9-dien-2-one